CN1N=CC(=C1)C=1C2=C(N=C(N1)NC=1C=C(C=CC1)NC(C=C)=O)CNC2=O N-(3-(4-(1-methyl-1H-pyrazol-4-yl)-5-oxo-6,7-dihydro-5H-pyrrolo[3,4-d]pyrimidin-2-ylamino)phenyl)acrylamide